2-chloroethylamine hydrochloride salt Cl.ClCCN